(S)-N-(1-amino-3-(3-fluorophenyl)propan-2-yl)-4-methyl-5-(5-methyl-7-oxo-5,6,7,8-tetrahydronaphthyridin-4-yl)thiophene-3-carboxamide NCC(CC1=CC(=CC=C1)F)NC(=O)C1=CSC(=C1C)C1=CC=NC=2NC(C[C@@H](C12)C)=O